BrC1=C(C=CC(=C1)C)NC(COC1=CC(N(C2=CC=CC=C12)C)=O)=O N-(2-bromo-4-methylphenyl)-2-((1-methyl-2-oxo-1,2-dihydroquinolin-4-yl)oxy)acetamide